FC(CN1CCN(C2(CC2)C1)C(=O)N)F 7-(2,2-difluoroethyl)-4,7-diazaspiro[2.5]octane-4-carboxamide